FC=1C(=C(C=CC1F)[C@H]1[C@@H](S[C@](C1)(C(F)(F)F)C)C(=O)NC1=CC(=NC=C1)NS(=O)(=O)[O-])OC 4-((2R,3S,5R)-3-(3,4-difluoro-2-methoxyphenyl)-5-methyl-5-(trifluoromethyl)tetrahydrothiophene-2-carboxamido)pyridin-2-ylaminosulfonate